OC1=C(C=CC(=C1)C)P(OC)(OC)=O dimethyl 2-hydroxy-4-methylphenylphosphonate